5-bromo-7-methyl-2,3-dihydro-1H-indole-2,3-dione BrC=1C=C2C(C(NC2=C(C1)C)=O)=O